S(=O)(=O)(OCCCCCCCCCCCC)OCCCCCCCCCCCC.[Na] sodium lauryl (dodecyl) sulfate